O1CCC2=C1C=C(C=C2)C=2C=C1CC[C@@H](C1=CC2)N2CCC(CC2)C(=O)O (S)-1-(5-(2,3-dihydrobenzofuran-6-yl)-2,3-dihydro-1H-inden-1-yl)piperidine-4-carboxylic acid